6,10-Dimethyl-5,9-undecadien-2-one CC(=CCCC(C)=O)CCC=C(C)C